2H-pyran-2,4,5-Tri-yl triacetate hydrochloride Cl.C(C)(=O)OC1OC=C(C(=C1)OC(C)=O)OC(C)=O